COC1=C(C=CC(=C1)C1OCC2C(OCC21)C2=CC(=C(C=C2)O)OC)[O-].C(CCCCCCCCCC)(=O)N[C@@H](CCSC)C(=O)O N-n-undecanoyl-methionine 2-methoxy-4-[6-(4-hydroxy-3-methoxyphenyl)-1,3,3a,4,6,6a-hexahydrofuro[3,4-c]furan-3-yl]phenolate